BrC=1C=C(C=CC1)C1=CC(=NO1)CO (5-(3-bromophenyl)isoxazol-3-yl)methanol